FC=1C=C(C=CC1)[C@@H]1N(CCC1)C=1C=CC=2N(N1)C(=CN2)C2=CC=CC(=N2)N2CCC(CC2)NC (R)-1-(6-(6-(2-(3-fluorophenyl)pyrrolidin-1-yl)imidazo[1,2-b]pyridazin-3-yl)pyridin-2-yl)-N-methylpiperidin-4-amine